C(C=C)(=O)N1C[C@H](C[C@@H]1C)N1N=C(C(=C1NC)C(=O)N)C#CC1=CC2=C(N(C=N2)C2CC2)C=C1Cl 1-((3S,5S)-1-acryloyl-5-methylpyrrolidin-3-yl)-3-((6-chloro-1-cyclopropyl-1H-benzo[d]imidazol-5-yl)ethynyl)-5-(methylamino)-1H-pyrazole-4-carboxamide